ClC1=NC(=NC(=C1C#N)N(C)[C@H](C)C=1C(=NC=CC1)NCC1=CC=C(C=C1)OC)SC (R)-4-chloro-6-((1-(2-((4-methoxybenzyl)amino)pyridin-3-yl)ethyl)(methyl)amino)-2-(methylthio)pyrimidine-5-carbonitrile